N-((4-methoxyphenyl)sulfonyl)-3-oxobutanamide COC1=CC=C(C=C1)S(=O)(=O)NC(CC(C)=O)=O